BrC1=CC(=CS1)NC(OC(C)(C)C)=O tert-butyl (5-bromothiophen-3-yl)carbamate